[N+](=O)([O-])C1=CC=C(C=C1)C1=CN=C2N1C=CC=C2 3-(4-nitrophenyl)imidazo[1,2-a]pyridine